COC1=C(C=C(C(=C1)C)OC)C1=CCCNC1 5-(2,5-dimethoxy-4-methylphenyl)-1,2,3,6-tetrahydropyridine